C(=C)OCC1=CC=CC=C1 VINYLBENZYL ETHER